N1C=C(C2=CC=CC=C12)C=1C2=C(N=C(N1)N1CCOCC1)CN(CC2)C(C(C)(C)C)=O (4-(1H-indol-3-yl)-2-morpholino-5,8-dihydropyrido[3,4-d]pyrimidin-7(6H)-yl)-2,2-dimethylpropane-1-one